C(CC1=CC=CC=C1)C=1C(=C(C=CC1)O)C(C)C phenethyl-isopropyl-phenol